tert-butyl 4-(2-(3,4-dimethoxyphenyl)-1-isopropyl-1H-benzo[d]imidazol-5-yl)piperidine-1-carboxylate COC=1C=C(C=CC1OC)C1=NC2=C(N1C(C)C)C=CC(=C2)C2CCN(CC2)C(=O)OC(C)(C)C